COC1=C(C(=O)OCC([C@H](C[C@H]2C(NCC2)=O)NC([C@@H](NC(=O)C=2NC3=CC=CC(=C3C2)OC)CC(C)C)=O)=O)C(=CC=C1)C (3S)-3-({N-[(4-methoxy-1H-indol-2-yl) carbonyl]-L-leucyl}amino)-2-oxo-4-[(3S)-2-oxopyrrolidin-3-yl]butyl 2-methoxy-6-methylbenzoate